(1S,5R)-1-methylbicyclo[3.1.0]Hexane C[C@]12CCC[C@@H]2C1